C(C)(=O)OC1=C(C(=CC=C1)OS(=O)(=O)C1=CC=C(C)C=C1)C(C)(C)C (p-toluenesulfonyloxy)-tert-butylphenyl acetate